3-(4-(1-(Tetrahydro-2H-pyran-4-yl)-1H-pyrazol-4-yl)pyrimidin-2-yl)-6-(trifluoromethyl)imidazo[1,2-a]pyrazine O1CCC(CC1)N1N=CC(=C1)C1=NC(=NC=C1)C1=CN=C2N1C=C(N=C2)C(F)(F)F